C(#N)C1=C(C=C(C=C1)C1=NN(C(=C1)C(=O)O)C1=CC=C(C=C1)N1CCN(CC1)C)F 3-(4-Cyano-3-fluorophenyl)-1-(4-(4-methylpiperazin-1-yl)phenyl)-1H-pyrazole-5-carboxylic acid